N-[(2S)-1-{4-[4-chloro-3-(trifluoromethyl)benzenesulfonyl]piperazin-1-yl}propan-2-yl]-7-methylthieno[3,2-d]pyrimidin-4-amine ClC1=C(C=C(C=C1)S(=O)(=O)N1CCN(CC1)C[C@H](C)NC=1C2=C(N=CN1)C(=CS2)C)C(F)(F)F